N-Methyl-iminodiacetic acid CN(CC(=O)O)CC(=O)O